CC1=C(C=C2NC(C(NC2=C1)=O)=O)S(=O)(=O)Cl 7-methyl-2,3-dioxo-1,2,3,4-tetrahydroquinoxaline-6-sulfonyl chloride